NN=CNC(CC1=C(C=C(C=C1)OC)OC)=O N-(Aminoiminomethyl)-2,4-dimethoxybenzeneacetamide